4-(3-((8-methoxy-2-(6-methoxypyridin-3-yl)-2,3-dihydrobenzo[b][1,4]dioxin-6-yl)methyl)-3H-imidazo[4,5-b]pyridin-6-yl)-2-methylbut-3-yn-2-ol COC1=CC(=CC2=C1OC(CO2)C=2C=NC(=CC2)OC)CN2C=NC=1C2=NC=C(C1)C#CC(C)(O)C